1-ethynyl-4-(trisFluoromethoxy)benzene C(#C)C1=CC=C(C=C1)OC(F)(F)F